2-allyl-7-((2S,5R)-2,5-dimethyl-4-((S)-1-(3-methylquinoxalin-6-yl)ethyl)piperazin-1-yl)-4-methyl-2,4-dihydro-5H-pyrazolo[4,3-b]pyridin-5-one C(C=C)N1N=C2C(N(C(C=C2N2[C@H](CN([C@@H](C2)C)[C@@H](C)C=2C=C3N=C(C=NC3=CC2)C)C)=O)C)=C1